C12CN(CC(N1)C2)C=2N=CC(=NC2)C=2C=1N(C=C(C2)C=2C=NN(C2)C(F)F)N=CC1C#N 4-(5-(3,6-diaza-bicyclo[3.1.1]heptan-3-yl)pyrazin-2-yl)-6-(1-(difluoromethyl)-1H-pyrazol-4-yl)pyrazolo[1,5-a]pyridine-3-carbonitrile